(S)-N-(5-fluoro-6-methylpyridin-2-yl)-N-methyl-5-oxopyrrolidine-2-carboxamide FC=1C=CC(=NC1C)N(C(=O)[C@H]1NC(CC1)=O)C